P(OCCC)(O[SiH](C)C)[O-] propyl (dimethylsilyl) phosphite